N-(1-(4-chlorobenzyl)-1H-indazol-3-yl)-4-methyl-thiazole-5-carboxamide ClC1=CC=C(CN2N=C(C3=CC=CC=C23)NC(=O)C2=C(N=CS2)C)C=C1